C(C)N(S(=O)=O)C N-ethyl-N-methylsulfonamide